6'-bromo-3-chloro-1,1':3',1''-terphenyl BrC1=CC=C(C=C1C1=CC(=CC=C1)Cl)C1=CC=CC=C1